C(CCC)C(COC(CCCCCCC(=O)O)=O)CCCCCC 8-((2-butyloctyl)oxy)-8-oxo-octanoic acid